BrCCC(=C(F)F)F 4-bromo-1,1,2-trifluorobut-1-ene